FC=1C=C(C=CC1)C1=CC(=CC=C1)C[C@@H]1N(CC[C@@H]1NS(=O)(=O)C)C(=O)N(C)C(C)C (2S,3S)-2-((3'-fluorobiphenyl-3-yl)methyl)-N-isopropyl-N-methyl-3-((methylsulfonyl)amino)pyrrolidine-1-carboxamide